Cl.Cl.C1C(CC2=CC=CC=C12)NC1=NC=C(C=N1)C=1C(=NN(C1)CC(=O)N1CCNCC1)C1=CC=NC=C1 2-(4-{2-[(2,3-dihydro-1H-inden-2-yl)amino]pyrimidin-5-yl}-3-(pyridin-4-yl)-1H-pyrazol-1-yl)-1-(piperazin-1-yl)ethan-1-one dihydrochloride